nitrosophenyl-hydroxylamine aluminum salt [Al].N(=O)N(O)C1=CC=CC=C1